COC1=CC=C2C(=NC=NC2=C1OC)NCC1=CC=C(C=C1)B(O)O 4-(((7,8-dimethoxyquinazolin-4-yl)amino)methyl)phenylboronic acid